C1(CC1)C(=O)N1CCCCC1 1-cyclopropanecarbonyl-piperidin